FC1(CC(C1)C(=O)OC1CCC1)F cyclobutyl 3,3-difluorocyclobutanoate